1-(4-benzyl-3,4-dihydro-2H-benzo[b][1,4]thiazin-6-yl)-3-(5-fluoro-1H-pyrrolo[2,3-b]pyridin-3-yl)urea C(C1=CC=CC=C1)N1C2=C(SCC1)C=CC(=C2)NC(=O)NC2=CNC1=NC=C(C=C12)F